C1(=CC(=C(C(=C1)S(=O)(=O)Cl)S(=O)(=O)Cl)S(=O)(=O)Cl)C1=CC=CC=C1 3,4,5-biphenyl-trisulfonyl chloride